penta-2,4-dienoyl chloride C(C=CC=C)(=O)Cl